1-hydroxy-3-(diethylamino)-benzene OC1=CC(=CC=C1)N(CC)CC